C(CC)OC1=CC=C(C=C1)N1C(C(=NC2=CC=CC=C12)C(=O)O)=O 1-(4-propoxyphenyl)-2-oxo-1,2-dihydroquinoxaline-3-carboxylic acid